C(CCCCCCCCCC=CCC=CCCCCC)=O icosa-11,14-dienal